(5R)-8-chloro-N-methyl-1-[trans-4-(pyridin-2-yloxy)cyclohexyl]-5,6-dihydro-4H-[1,2,4]triazolo[4,3-a][1]benzazepin-5-amine ClC=1C=CC2=C(C[C@H](CC=3N2C(=NN3)[C@@H]3CC[C@H](CC3)OC3=NC=CC=C3)NC)C1